FC(C1=NN(C=C1C(=O)C=1C(CCCC1O)=O)CC=1C=NC(=CC1)C(F)(F)F)F 2-(3-(Difluoromethyl)-1-((6-(trifluoromethyl)pyridin-3-yl)methyl)-1H-pyrazole-4-carbonyl)-3-hydroxycyclohex-2-en-one